Hydroxyandrostenedione C[C@]12CCC(=O)C=C1CC[C@@H]3[C@@H]2CC[C@]4([C@H]3CCC4=O)CO